3-(4-fluoro-5-((4-(6-(6-((R)-2-(3-fluorophenyl)pyrrolidin-1-yl)imidazo[1,2-b]pyridazin-3-yl)pyridin-2-yl)piperazin-1-yl)methyl)-1-oxoisoindoline-2-yl)piperidine-2,6-dione FC1=C2CN(C(C2=CC=C1CN1CCN(CC1)C1=NC(=CC=C1)C1=CN=C2N1N=C(C=C2)N2[C@H](CCC2)C2=CC(=CC=C2)F)=O)C2C(NC(CC2)=O)=O